Pyridin-6-yl-azetidine-1-carboxylic acid tert-butyl ester C(C)(C)(C)OC(=O)N1C(CC1)C1=CC=CC=N1